3-hydroxy-7-nitro-5-phenyl-1,3-dihydro-2H-benzo[e][1,4]diazepin-2-one OC1N=C(C2=C(NC1=O)C=CC(=C2)[N+](=O)[O-])C2=CC=CC=C2